N-methyl-4-piperidone methylpiperidinesulfonate salt COS(=O)(=O)N1CCCCC1.CN1CCC(CC1)=O